C1(C(C1)CO)CO cyclopropane-1,2-diyl-dimethanol